C(C1=CC=CC=C1)OC1=C2N(N=CC1=O)[C@H](CN1C2=NC=C1CO)C(C1=CC=C(C=C1)F)C1=CC=C(C=C1)F (S)-11-(benzyloxy)-6-(bis(4-fluorophenyl)methyl)-3-(hydroxymethyl)-5H-imidazo[2',1':3,4]pyrazino[1,2-b]pyridazin-10(6H)-one